Cl.NC(C)C=1C=C(N)C=C(C1F)C(F)(F)F 3-(1-aminoethyl)-4-fluoro-5-(trifluoromethyl)aniline HCl salt